tert-Butyl (R)-3-chloro-4-fluoro-1-((2-isopropyl-4-methylpyridin-3-yl)amino)-12-oxo-6a,7,9,10-tetrahydro-12H-pyrazino[2,1-c]pyrido[3,4-f][1,4]oxazepine-8(6H)-carboxylate ClC1=C(C2=C(C(N3[C@@H](CO2)CN(CC3)C(=O)OC(C)(C)C)=O)C(=N1)NC=1C(=NC=CC1C)C(C)C)F